2-isocyanato-2-methylpropane-1,3-diyldiacrylate N(=C=O)C(CC=CC(=O)[O-])(CC=CC(=O)[O-])C